tert-butyl 4-{4-[2-fluoro-3-(propane-1-sulfonamido)phenyl]-5-[2-(methylamino)pyrimidin-4-yl]-1,3-thiazol-2-yl}piperidine-1-carboxylate FC1=C(C=CC=C1NS(=O)(=O)CCC)C=1N=C(SC1C1=NC(=NC=C1)NC)C1CCN(CC1)C(=O)OC(C)(C)C